N-(4-{imidazo[1,2-a]pyridin-7-yl}-7-methoxy-1H-1,3-benzodiazol-2-yl)-1-(2-methoxyethyl)-1H-pyrazole-4-carboxamide N=1C=CN2C1C=C(C=C2)C2=CC=C(C=1NC(=NC12)NC(=O)C=1C=NN(C1)CCOC)OC